3-(3-methoxypropoxy)propionic acid COCCCOCCC(=O)O